4-((5-chloro-7-(2-((3-methyl-2,6-dioxo-3,6-dihydropyrimidin-1(2H)-yl)methyl)thieno[3,2-b]pyridin-7-yl)-1H-indol-1-yl)methyl)piperidine-4-carbonitrile ClC=1C=C2C=CN(C2=C(C1)C1=C2C(=NC=C1)C=C(S2)CN2C(N(C=CC2=O)C)=O)CC2(CCNCC2)C#N